methyl 6-chloro-1-cyclohexyl-1H-pyrrolo[2,3-b]pyridine-4-carboxylate ClC=1C=C(C2=C(N1)N(C=C2)C2CCCCC2)C(=O)OC